N-(4-Chlorobenzyl)-2-(3,5-dimethyl-1-(4-(5-(trifluoromethyl)-1,2,4-oxadiazol-3-yl)phenyl)-1H-pyrazol-4-yl)acetamide ClC1=CC=C(CNC(CC=2C(=NN(C2C)C2=CC=C(C=C2)C2=NOC(=N2)C(F)(F)F)C)=O)C=C1